4-isopropyl-5-(8-methyl-[1,2,4]triazolo[1,5-a]pyridin-6-yl)-N-(1-((tetrahydro-2H-pyran-4-yl)methyl)piperidin-4-yl)-1H-pyrazole-3-carboxamide C(C)(C)C=1C(=NNC1C=1C=C(C=2N(C1)N=CN2)C)C(=O)NC2CCN(CC2)CC2CCOCC2